tetraammonium ethylenediaminetetraacetate C(CN(CC(=O)[O-])CC(=O)[O-])N(CC(=O)[O-])CC(=O)[O-].[NH4+].[NH4+].[NH4+].[NH4+]